2-((2R)-1-((4-carboxyphenyl)amino)-3-(2-methylcyclopropyl)-1-oxopropan-2-yl)-5-(3-chloro-2-fluoro-6-(trifluoromethyl)phenyl)pyridine 1-oxide C(=O)(O)C1=CC=C(C=C1)NC([C@H](CC1C(C1)C)C1=[N+](C=C(C=C1)C1=C(C(=CC=C1C(F)(F)F)Cl)F)[O-])=O